bis(γ-glycidoxypropyl)diethoxysilane C(C1CO1)OCCC[Si](OCC)(OCC)CCCOCC1CO1